N1=CC(=CC=C1)C1=NO[C@]2([C@@H]1[C@@H]1CC[C@H]2C1)C(=O)O (3aR,4R,7S,7aR)-3-(Pyridin-3-yl)-3a,4,5,6,7,7a-hexahydro-4,7-methylenebenzo[d]isoxazole-7a-carboxylic acid